[Fe](Cl)(Cl)(Cl)Cl.C(=O)(O)CN1CN(C=C1)C 1-carboxymethyl-3-methylimidazole iron tetrachloride